N(=[N+]=[N-])CCOCCOCCNC(CCCC[C@@H]1SC[C@@H]2NC(N[C@@H]21)=O)=O N-(2-(2-(2-azidoethoxy)ethoxy)ethyl)-5-((3aS,4S,6aR)-2-oxohexahydro-1H-thieno[3,4-d]imidazol-4-yl)pentanamide